FC1=CC(=CC2=CN(N=C12)C)C1=NC2=NC=C(C=C2C(=C1)C)N1C[C@@H](NCC1)C 2-(7-fluoro-2-methylindazol-5-yl)-4-methyl-6-[(3S)-3-methylpiperazin-1-yl]-1,8-naphthyridine